C1(CC1)CS(=O)(=O)C=1C=C2CN(C(C2=CC1)C(=O)NC1=CC=C(C=C1)C(C(F)(F)F)(C(F)(F)F)O)C(COC)=O 5-[(Cyclopropylmethyl)sulfonyl]-N-[4-(1,1,1,3,3,3-hexafluoro-2-hydroxypropan-2-yl)phenyl]-2-(methoxyacetyl)-2,3-dihydro-1H-isoindol-1-carboxamid